N-m-chlorophenyl-diethanolamine ClC=1C=C(C=CC1)N(CCO)CCO